benz[e]isoquinoline-1,3(2H)-dione C1(NC(CC23C(C=CC=C12)=CC=CC3)=O)=O